N-(6-(4-fluoro-4-(hydroxymethyl)piperidin-1-yl)-2-(2-hydroxypropan-2-yl)-2-methyl-2,3-dihydrobenzofuran-5-yl)pyrazolo[1,5-a]pyrimidine-3-carboxamide FC1(CCN(CC1)C1=CC2=C(CC(O2)(C)C(C)(C)O)C=C1NC(=O)C=1C=NN2C1N=CC=C2)CO